((2R,4S)-4-benzyl-1-(tert-butoxycarbonyl)pyrrolidine-2-carbonyl)-L-alanine C(C1=CC=CC=C1)[C@H]1C[C@@H](N(C1)C(=O)OC(C)(C)C)C(=O)N[C@@H](C)C(=O)O